2-amino-7-cyano-6-cyclopropyl-1-(3-fluoro-5-hydroxy-2,6-dimethyl-phenyl)pyrrolo[3,2-c]pyridine-3-carboxamide NC1=C(C=2C=NC(=C(C2N1C1=C(C(=CC(=C1C)O)F)C)C#N)C1CC1)C(=O)N